O[C@H](C(=O)OCC)[C@@H](C(=O)OCC)O diethyl (2S,3S)-2,3-dihydroxysuccinate